FC=1C=C(CC2=CC(=C(C=3CCOC32)OC)C(=O)N[C@H]3CCOC[C@@H]3O)C=CC1C(NCC1=CC(=CC=C1)O)=O 1,5-anhydro-2,3-dideoxy-3-(((7-(3-fluoro-4-((3-hydroxybenzyl)carbamoyl)-benzyl)-4-methoxy-2,3-dihydro-1-benzofuran-5-yl)carbonyl)amino)-L-threo-pentitol